FC=1C(=C(C=CC1)O)OC 3-fluoro-2-methoxy-phenol